C1(CCCCC1)C(COCC)(COC)CCC(Cl)Cl 2-cyclohexyl-2-(3,3-dichloropropyl)-1-ethoxy-3-methoxypropane